C(C1=CC=CC=C1)OC(=O)N1CCC(CC1)(O)C1=CC(=C(C=C1)Cl)C 4-(4-chloro-3-methyl-phenyl)-4-hydroxy-piperidine-1-carboxylic acid benzyl ester